(4-Cyclopropoxybenzyl)-7-(1-methylpiperidin-4-yl)-5,7-diazaspiro[2.5]octan-6-one C1(CC1)OC1=CC=C(CC2CC23CNC(N(C3)C3CCN(CC3)C)=O)C=C1